ClC1=CC=C(C=C1)NC=O 4-chlorophenyl-formamide